C1(C=CC(N1CCC(=O)O)=O)=O β-maleimidopropionic acid